C1=CC=C2C(=C1)C=CC(=O)N=N2 BENZODIAZEPINONE